tert-butyl 4-(3-hydroxy oxetan-3-yl)indoline-1-carboxylate OC1(COC1)C1=C2CCN(C2=CC=C1)C(=O)OC(C)(C)C